(R)-N-(7-fluoro-2-methyl-2H-indazol-5-yl)-7-(3-(hydroxymethyl)piperazin-1-yl)-2-methoxybenzo[d]thiazole-4-carboxamide 2,2,2-trifluoroacetate FC(C(=O)O)(F)F.FC1=CC(=CC2=CN(N=C12)C)NC(=O)C=1C=CC(=C2C1N=C(S2)OC)N2C[C@@H](NCC2)CO